myristyl nonatriacontanoate C(CCCCCCCCCCCCCCCCCCCCCCCCCCCCCCCCCCCCCC)(=O)OCCCCCCCCCCCCCC